4-(Cyclohexylmethoxy)-1-methoxy-2-nitrobenzene C1(CCCCC1)COC1=CC(=C(C=C1)OC)[N+](=O)[O-]